4,5-difluoro-1,2-benzenedinitrile FC=1C=C(C(=CC1F)C#N)C#N